COCCNC(C(=C)NC(C(=C)NC(=O)C=1N=C(SC1)N1CCC(CC1)NC(OC(C)(C)C)=O)=O)=O Tert-butyl (1-(4-((3-((3-((2-methoxyethyl)amino)-3-oxoprop-1-en-2-yl)amino)-3-oxoprop-1-en-2-yl)carbamoyl)thiazol-2-yl)piperidin-4-yl)carbamate